C(CCCCCCCCCCC)C1=C(C(=C(C=C1)S(=O)(=O)O)CCCCCCCCCCCC)CCCCCCCCCCCC tri-dodecylbenzenesulfonic acid